4-(5-(pyrrolidin-1-yl)benzo[D]oxazol-2-yl)picolinic acid methyl ester COC(C1=NC=CC(=C1)C=1OC2=C(N1)C=C(C=C2)N2CCCC2)=O